4-((17-amino-3,6,9,12,15-pentaoxaheptadecyl)amino)-2-methyl-N-(5-methylthiazol-2-yl)benzamide NCCOCCOCCOCCOCCOCCNC1=CC(=C(C(=O)NC=2SC(=CN2)C)C=C1)C